propyltris(δ-chlorobutoxy)silane C(CC)[Si](OCCCCCl)(OCCCCCl)OCCCCCl